1-bromo-2,3,3,3-tetrafluoro-propene BrC=C(C(F)(F)F)F